tert-butyl (3-((1S,3S)-N-((4-(5-(1,1-difluoroethyl)pyridin-2-yl)bicyclo[2.2.2]octan-1-yl)methyl)-3-hydroxy-3-(trifluoromethyl)cyclobutane-1-carboxamido)phenyl)carbamate FC(C)(F)C=1C=CC(=NC1)C12CCC(CC1)(CC2)CN(C(=O)C2CC(C2)(C(F)(F)F)O)C=2C=C(C=CC2)NC(OC(C)(C)C)=O